C1=CC=CC=2C3=CC=CC=C3C(C12)COC(=O)N[C@H](C(=O)N[C@@H](C(=O)O)C)C (2R)-2-[(2S)-2-{[(9H-fluoren-9-ylmethoxy)carbonyl]amino}propanamido]propanoic acid